4-(3-cyano-4-methoxyphenyl)-2-thiazolecarboxylic acid C(#N)C=1C=C(C=CC1OC)C=1N=C(SC1)C(=O)O